8-((2R)-bicyclo[2.2.1]heptan-2-yl)-2-((4-(4-(3-hydroxybutyl)piperazin-1-yl)phenyl)amino)pyrido[2,3-d]pyrimidin-7(8H)-one C12[C@@H](CC(CC1)C2)N2C(C=CC1=C2N=C(N=C1)NC1=CC=C(C=C1)N1CCN(CC1)CCC(C)O)=O